6-(7-(difluoromethyl)-6-(1-methyl-1H-pyrazol-4-yl)-3,4-dihydroquinolin-1(2H)-yl)pyridin-2-amine FC(C1=C(C=C2CCCN(C2=C1)C1=CC=CC(=N1)N)C=1C=NN(C1)C)F